(S)-4-ethyl-8-fluoro-4-hydroxy-11-((1r,4R)-4-hydroxycyclohexyl)-1H-pyrano[3',4':6,7]indolizino[2,1-b]quinoline-3,6,14(4H,11H,12H)-trione C(C)[C@]1(C(OCC=2C(N3CC=4N(C5=CC=C(C=C5C(C4C3=CC21)=O)F)C2CCC(CC2)O)=O)=O)O